FC1=C(C=C(OC2=CC=CC(=N2)C2=CC=C(C=C2)S(=O)(=O)N)C=C1)O 4-(6-(4-fluoro-3-hydroxyphenoxy)pyridin-2-yl)benzenesulfonamide